7-{3-[1-(bicyclo[1.1.1]pent-1-ylmethyl)-1H-pyrazol-4-yl]-6-methylpyridin-2-yl}quinoline C12(CC(C1)C2)CN2N=CC(=C2)C=2C(=NC(=CC2)C)C2=CC=C1C=CC=NC1=C2